CC1(OB(OC1(C)C)C1=CC=NCC1)C 4-(4,4,5,5-Tetramethyl-1,3,2-dioxaborolan-2-yl)-5,6-dihydropyridine